(3S)-7-((2S,5R)-4-acryloyl-2,5-dimethylpiperazin-1-yl)-9-chloro-10-(2,4-difluorophenyl)-3-(morpholinomethyl)-2H-[1,4]oxazino[2,3,4-ij]quinazolin-5(3H)-one C(C=C)(=O)N1C[C@@H](N(C[C@H]1C)C1=NC(N2C3=C(C(=C(C=C13)Cl)C1=C(C=C(C=C1)F)F)OC[C@@H]2CN2CCOCC2)=O)C